CN(C)CC=1C=2C=C3C(=NC2C=CC1OC1CCNCC1)C1=CC2=C(C(N1C3)=O)COC([C@]2(O)CC)=O (S)-10-((dimethylamino)methyl)-4-ethyl-4-hydroxy-9-(piperidin-4-yloxy)-1H-pyrano[3',4':6,7]indolizino[1,2-b]quinoline-3,14(4H,12H)-dione